C(C=C)(=O)N[C@H]1CN(CCC1)CC1=CC(=NC=C1)C(=O)OC Methyl (R)-4-((3-acrylamidopiperidin-1-yl)methyl)picolinate